2-bromo-N-(4-(cyclopropoxymethyl)-3-fluorophenyl)isonicotinamide BrC=1C=C(C(=O)NC2=CC(=C(C=C2)COC2CC2)F)C=CN1